C(C)(C)(C)N1N=CC(=C(C1=O)Cl)SCC1=C(C(=O)N)C=CC=C1 ((1-tert-butyl-5-chloro-6-oxo-1,6-dihydropyridazin-4-yl)thiomethyl)benzamide